(S)-4-(2-methylpiperazin-1-yl)phenol hydrochloride Cl.C[C@@H]1N(CCNC1)C1=CC=C(C=C1)O